OC=1C=C(C=CC1)CC1=NC2=C(N1)C=CC(=C2)C(=O)OC methyl 2-[(3-hydroxyphenyl) methyl]-1H-benzimidazole-5-carboxylate